BrC1=CC(=CC2=CC(=C(C(=C12)OC([2H])([2H])F)F)F)NC(OC(C)(C)C)=O tert-butyl (4-bromo-6,7-difluoro-5-(fluoromethoxy-d2)naphthalen-2-yl)carbamate